OC1=CC=C(C=C1)C=1C=C2C=CN(C(C2=CC1)=O)CCC1=CC=CC=C1 6-(4-hydroxyphenyl)-2-phenethylisoquinolin-1(2H)-one